4,5-bis(heptadecyl)imidazole (R)-tert-butyl-(1-(7-amino-2-morpholinoquinazolin-4-yl)pyrrolidin-3-yl)carbamate C(C)(C)(C)N(C(O)=O)[C@H]1CN(CC1)C1=NC(=NC2=CC(=CC=C12)N)N1CCOCC1.C(CCCCCCCCCCCCCCCC)C=1N=CNC1CCCCCCCCCCCCCCCCC